dimorpholinyl maleate C(\C=C/C(=O)ON1CCOCC1)(=O)ON1CCOCC1